1,3,5-benzenetrisamide C1(=CC(=CC(=C1)C(=O)N)C(=O)N)C(=O)N